C=C1CN2C[C@@H]3[C@H](C2(C1)CO)C3 ((1aS,6bR)-5-methylenehexahydrocyclopropa[a]pyrrolizin-6a(4H)-yl)methanol